7-bromo-6-fluoro-3-(6-morpholinylisoquinolin-4-yl)quinazoline-2,4(1H,3H)-dione BrC1=C(C=C2C(N(C(NC2=C1)=O)C1=CN=CC2=CC=C(C=C12)N1CCOCC1)=O)F